ClC1=CC=C(C=C1)CC(CC(=O)Cl)C p-chlorophenyl-3-methylbutyryl chloride